(2-(3-(4-nitrobenzyl)-4-methyl-2-oxo-2H-chromen-7-yloxy)ethoxy)-3-(benzenesulfonyl)-1,2,5-oxadiazol-2-oxide [N+](=O)([O-])C1=CC=C(CC=2C(OC3=CC(=CC=C3C2C)OCCOC=2C(=[N+](ON2)[O-])S(=O)(=O)C2=CC=CC=C2)=O)C=C1